4-[7-(difluoromethyl)-6-(1-methylpyrazol-4-yl)-3,4-dihydro-2H-quinolin-1-yl]-N-methyl-6-(piperidin-4-yl)-1,3-dihydroisoindole-2-carboxamide FC(C1=C(C=C2CCCN(C2=C1)C1=C2CN(CC2=CC(=C1)C1CCNCC1)C(=O)NC)C=1C=NN(C1)C)F